2-(3-bromo-1H-pyrazol-1-yl)-N-(4,4-difluorocyclohexyl)-6-methylpyrimidin-4-amine BrC1=NN(C=C1)C1=NC(=CC(=N1)NC1CCC(CC1)(F)F)C